piperazine-2,2,3,3,5,5,6,6-d8 [2H]C1(C(NC(C(N1)([2H])[2H])([2H])[2H])([2H])[2H])[2H]